2-[[3,5-dimethylmorpholine-4-carbonyl]amino]-4-[2-phenoxyethyl-[4-(5,6,7,8-tetrahydro-1,8-naphthyridin-2-yl)butyl]amino]butanoic acid CC1N(C(COC1)C)C(=O)NC(C(=O)O)CCN(CCCCC1=NC=2NCCCC2C=C1)CCOC1=CC=CC=C1